tert-butyl 4-(difluoromethyl)-6,7-dimethyl-1,3-dihydro-2H-pyrrolo[3,4-c]pyridine-2-carboxylate FC(C1=NC(=C(C2=C1CN(C2)C(=O)OC(C)(C)C)C)C)F